1-vinylimidazole bisulfate salt S(O)(O)(=O)=O.C(=C)N1C=NC=C1